C(C)(C)(C)C=1C=C2CCC(C2=CC1)=O 5-tertiary butyl-1-indanone